Aluminium(III) stearat C(CCCCCCCCCCCCCCCCC)(=O)[O-].[Al+3].C(CCCCCCCCCCCCCCCCC)(=O)[O-].C(CCCCCCCCCCCCCCCCC)(=O)[O-]